4-([1,1'-biphenyl]-4-yl)-2-phenyl-6-(2'-(4,4,5,5-tetramethyl-1,3,2-dioxaborolan-2-yl)-[1,1'-biphenyl]-2-yl)pyrimidine C1(=CC=C(C=C1)C1=NC(=NC(=C1)C1=C(C=CC=C1)C1=C(C=CC=C1)B1OC(C(O1)(C)C)(C)C)C1=CC=CC=C1)C1=CC=CC=C1